(R)-4-(2-(ethoxymethoxy)-4-ethynylphenyl)-N-(1-methylpiperidin-3-yl)-5,6,7,8-tetrahydrophthalazin C(C)OCOC1=C(C=CC(=C1)C#C)C1=NN(CC=2CCCCC12)[C@H]1CN(CCC1)C